C1(=CC=CC=C1)OC(NC1=NOC(=C1)C)=O phenyl(5-methylisoxazol-3-yl)carbamate